C(C)OC1=CC(=C(C=C1)NS(=O)(=O)C1=CC=C(C=C1)CNC(=O)C1=CC=2C=NC=CC2N1)F N-({4-[(4-ethoxy-2-fluorophenyl)sulfamoyl]phenyl}methyl)-1H-pyrrolo[3,2-c]pyridine-2-carboxamide